C(C1=CC=CC=C1)OC(=O)N1CCC(CC1)N1N=C(C(=C1)[N+](=O)[O-])C(F)F 4-(3-(difluoromethyl)-4-nitro-1H-pyrazol-1-yl)piperidine-1-carboxylic acid benzyl ester